C1(CC1)C1=NN(C(=C1)C(F)(F)F)CC(=O)N1[C@H]([C@H](CC1)N1CCN(CC1)C(C)=O)C1=C(C(=CC(=C1)F)C)Cl 2-[3-cyclopropyl-5-(trifluoromethyl)pyrazol-1-yl]-1-[(2S,3S)-3-(4-acetylpiperazin-1-yl)-2-(2-chloro-5-fluoro-3-methyl-phenyl)pyrrolidin-1-yl]ethanone